N-(2-(piperazin-1-yl)ethyl)-4-((5-(3-(2-(pyridin-3-yl)ethyl)ureido)-2-(pyridin-4-yl)phenyl)ethynyl)benzamide N1(CCNCC1)CCNC(C1=CC=C(C=C1)C#CC1=C(C=CC(=C1)NC(=O)NCCC=1C=NC=CC1)C1=CC=NC=C1)=O